C(C)(C)(C)OC(=O)N1CCC(=CC1)B1OC(C(O1)(C)C)(C)C tert-Butyl-4-(4,4,5,5-tetramethyl-1,3,2-dioxaborolan-2-yl)-3,6-dihydro-2H-pyridine-1-carboxylate